C(C)NC(CC=1C(=NNC(C1)=O)C1=CC=C(C=C1)OCC1(COC1)F)=O N-ethyl-2-(3-(4-((3-fluorooxetan-3-yl)methoxy)phenyl)-6-oxopyridazin-yl)acetamide